C1(CCC1)OC=1C=C(C=CC1)C1=CC(=NN1CC1=C(C=CC=C1)N1CCCC1)COC(C(=O)O)(C)C 2-([5-(3-Cyclobutoxyphenyl)-1-[[2-(pyrrolidin-1-yl)phenyl]methyl]-1H-pyrazol-3-yl]methoxy)-2-methylpropanoic acid